ClC=1C=C(C=CC1)N=NC1=CC(=CC=C1)Cl 3,3'-dichloroazobenzene